C(N)(=O)C1=C(C=C(NC2=NC=C(C(=N2)N[C@H](CO)C2=CC=CC=C2)C(=O)OCC)C=C1)Cl Ethyl 2-(4-carbamoyl-3-chloro-anilino)-4-[[(1S)-2-hydroxy-1-phenyl-ethyl]amino]pyrimidine-5-carboxylate